racemic-3-[4-(7-{[2-(trimethylsilyl)ethoxy]methyl}-7H-pyrrolo[2,3-d]pyrimidin-4-yl)-1H-pyrazol-1-yl]butanenitrile C[Si](CCOCN1C=CC2=C1N=CN=C2C=2C=NN(C2)[C@@H](CC#N)C)(C)C |r|